C(#N)C1=CC(=C(C=C1)C1(OC2=C(O1)C=CC=C2C2=CC(=C(CC1=NC3=C(N1CCOC)C=C(C=C3)C(=O)O)C=C2F)F)C)F 2-(4-(2-(4-cyano-2-fluorophenyl)-2-methylbenzo[d][1,3]dioxol-4-yl)-2,5-difluorobenzyl)-1-(2-methoxyethyl)-1H-benzo[d]imidazole-6-carboxylic acid